(3R,5R)-8-(2-Amino-6-((R)-1-(4-chloro-2-(5,6-dihydro-2H-pyran-3-yl)phenyl)-2,2,2-trifluoroethoxy)pyrimidin-4-yl)-2-azaspiro[4.5]dec-7-en NC1=NC(=CC(=N1)C1=CC[C@@]2(CCNC2)CC1)O[C@@H](C(F)(F)F)C1=C(C=C(C=C1)Cl)C=1COCCC1